ethylenediamine ammonium citrate C(CC(O)(C(=O)[O-])CC(=O)[O-])(=O)[O-].[NH4+].C(CN)N.[NH4+].[NH4+]